FC1=CC2=C(N=C(N=C2)C)N=C1 6-fluoro-2-methylpyrido[2,3-d]pyrimidin